C(C)(C)(C)S tertiary-butyl thiol